8-(trifluoromethyl)quinazolin-4(3H)-one FC(C=1C=CC=C2C(NC=NC12)=O)(F)F